C1(CC1)C1=CN(C2=C1N(C(C=C2)=O)C2=CC(=C(C=C2)S(=O)(=O)C)C)COC 3-cyclopropyl-1-(methoxymethyl)-4-(3-methyl-4-methanesulfonyl-phenyl)pyrrolo[3,2-b]pyridin-5-one